C12(CC(C1)C2)CC(=O)NCCCCCCCOC2=C(C=C1C(=NC(=NC1=C2)C)N[C@H](C)C2=CC(=CC=C2)Br)OC (R)-2-(Bicyclo[1.1.1]pentan-1-yl)-N-(7-((4-((1-(3-bromophenyl)ethyl)amino)-6-methoxy-2-methylquinazolin-7-yl)oxy)heptyl)acetamide